C(#N)C1=CC=C(C=N1)CNC(C)=O N-[(6-cyanopyridin-3-yl)methyl]-acetamid